IC=1SC2=C(N1)C=CC=C2 2-iodobenzo[d]thiazole